FC1=CC=C(C=N1)CNC(C1=CC(=CC=C1)CN1C(C2=CC=C(C=C2C=C1)C=1C(=NNC1)C(F)(F)F)=O)=O N-((6-fluoropyridin-3-yl)methyl)-3-((1-oxo-6-(3-(trifluoromethyl)-1H-pyrazol-4-yl)isoquinolin-2(1H)-yl)methyl)benzamide